N-[4-benzyl-1-[5-(3-cyano-6-ethoxy-pyrazolo[1,5-a]pyridin-4-yl)-2-pyridyl]-4-piperidyl]piperazine-1-carboxamide C(C1=CC=CC=C1)C1(CCN(CC1)C1=NC=C(C=C1)C=1C=2N(C=C(C1)OCC)N=CC2C#N)NC(=O)N2CCNCC2